[Na].COC1=CC=C(C=C1)C=CO p-methoxyphenylvinyl alcohol sodium salt